BrC1=C2C(N(C(C2=CC=C1CN1CCN(CC1)C1=CC=C(C=C1)C1=NC2=CC(=CC(=C2C(N1)=O)OC)OC)=O)C1C(NC(CC1)=O)=O)=O 4-bromo-5-((4-(4-(5,7-dimethoxy-4-oxo-3,4-dihydroquinazolin-2-yl)phenyl)piperazin-1-yl)methyl)-2-(2,6-dioxopiperidin-3-yl)isoindoline-1,3-dione